C(CCC)C1(OC2=C(C(=N1)Cl)C=CC=C2Cl)C 2-butyl-4,8-dichloro-2-methyl-2H-benzo[e][1,3]oxazine